(3-bromophenyl)methanamine BrC=1C=C(C=CC1)CN